ClC1=NC=CC(=C1)C[C@@H]1[C@H](N(C1=O)C(N[C@H](C(F)(F)F)C1CCCCC1)=O)C(=O)OCC1=CC=C(C=C1)OC 4-methoxybenzyl (2S,3R)-3-[(2-chloropyridin-4-yl)methyl]-1-{[(1S)-1-cyclohexyl-2,2,2-trifluoroethyl]carbamoyl}-4-oxoazetidine-2-carboxylate